1,1,2,3-tetrafluoropropane FC(C(CF)F)F